2-[(5-chloro-3-methyl-isoxazole-4-carbonyl)amino]-4-[2-(1-methylethoxy)ethyl-[4-(5,6,7,8-tetrahydro-1,8-naphthyridin-2-yl)butyl]amino]butanoic acid ClC1=C(C(=NO1)C)C(=O)NC(C(=O)O)CCN(CCCCC1=NC=2NCCCC2C=C1)CCOC(C)C